ClC1=C(C=CC(=C1)OCCN1CCNCC1)C1=NC2=C(N1CC1=NC=CC=C1)C=CC=C2OC2(CCC2)C 2-(2-chloro-4-(2-(piperazin-1-yl)ethoxy)phenyl)-4-(1-methylcyclobutoxy)-1-(pyridin-2-ylmethyl)-1H-benzo[d]imidazole